C(C)(C)[C@H]1C2(COC(OC2)C=2SC=CC2)C[C@@H](CC1)C (7S,10R)-7-isopropyl-10-methyl-3-(thiophen-2-yl)-2,4-dioxaspiro[5.5]undecane